(5α)-3-methoxy-5-{2-[2-(2-methoxyethoxy)ethoxy]ethoxy}-17-methylmorphinan COC=1C=CC=2C[C@@H]3[C@@H]4CCC[C@@H]([C@@]4(C2C1)CCN3C)OCCOCCOCCOC